ClC1=NC(=CC(=C1)C1=C(C=C(C#N)C=C1)C=1NC=CN1)C 4-(2-chloro-6-methylpyridin-4-yl)-3-(1H-imidazol-2-yl)benzonitrile